C1(CC1)C#C[C@@]1(NC(NC2=CC(=C(C=C12)F)CN1C=NC(=CC1=O)COC)=O)C(F)(F)F (S)-4-(cyclopropylethynyl)-6-fluoro-7-((4-(methoxymethyl)-6-oxopyrimidin-1(6H)-yl)methyl)-4-(trifluoromethyl)-3,4-dihydroquinazolin-2(1H)-one